4-{[1-(5-Chloro-2-methoxy-benzenesulfonyl)-4-methyl-2,3-dihydro-1H-indole-6-carbonyl]-amino}-benzoic acid ClC=1C=CC(=C(C1)S(=O)(=O)N1CCC2=C(C=C(C=C12)C(=O)NC1=CC=C(C(=O)O)C=C1)C)OC